3-hydroxypyridine-2-amide OC=1C(=NC=CC1)C(=O)N